L-1-bromo-4-(trifluoromethoxy)benzene S-benzyl-carbonochloridothioate C(C1=CC=CC=C1)S=C(O)Cl.BrC1=CC=C(C=C1)OC(F)(F)F